[3-[2-(dimethylamino)ethoxy]Pyridin-2-yl]Methylamine CN(CCOC=1C(=NC=CC1)CN)C